BrC1=NN(C2=NC=NC(=C21)N)C2COC2 3-bromo-1-(oxetan-3-yl)-1H-pyrazolo[3,4-d]pyrimidin-4-ylamine